CC(=CCN(C(CN1CCN(CC1)C(C1=CC=C(C=C1)OC)=O)=O)C=1C(N(C(N(C1)C)=O)C)=O)C N-(3-methylbut-2-en-1-yl)-N-(1,3-dimethyl-2,4-dioxo-1,2,3,4-tetrahydropyrimidin-5-yl)-2-(4-(4-methoxybenzoyl)piperazin-1-yl)acetamide